3-(1-isopropyl-3-(trifluoromethyl)-1H-pyrazol-5-yl)cyclohexanone C(C)(C)N1N=C(C=C1C1CC(CCC1)=O)C(F)(F)F